4-chloro-5-((R)-3-hydroxypyrrolidin-1-yl)-2-(tetrahydro-2H-pyran-2-yl)pyridazin-3(2H)-one ClC=1C(N(N=CC1N1C[C@@H](CC1)O)C1OCCCC1)=O